C(C=C)(=O)[Mn].[Zn].[Cu] copper-zinc alloyl-manganese